1-(4-(3,4-dichlorophenyl)-5-(isopropylsulfanyl)thiazol-2-yl)-4-(1H-imidazol-2-yl)-3-methyl-1H-pyrazole-5-carboxylic acid ClC=1C=C(C=CC1Cl)C=1N=C(SC1SC(C)C)N1N=C(C(=C1C(=O)O)C=1NC=CN1)C